1,2-Bis[bis[3,5-di(r-butyl)phenyl]phosphino]benzene C(CCC)C=1C=C(C=C(C1)CCCC)P(C1=C(C=CC=C1)P(C1=CC(=CC(=C1)CCCC)CCCC)C1=CC(=CC(=C1)CCCC)CCCC)C1=CC(=CC(=C1)CCCC)CCCC